N(=C=O)C1=C2C(=NC3=C1CCC3)C(CC2)C 8-isocyanato-3-methyl-1,2,3,5,6,7-hexahydrodicyclopenta[b,e]pyridine